[N+](=O)([O-])C1=CC=C(CC2=CC3=C(NC(=N3)C(F)(F)F)C=C2CC2=CC=C(C=C2)[N+](=O)[O-])C=C1 5,6-bis(4-nitrobenzyl)-2-trifluoromethyl-1H-benzimidazole